C(C)OC(C(C1=C2N(C=N1)CCC2)N2N=C1C(=C(C=C(C1=C2)C)C2=CC=C(C=C2)N2CCOCC2)Cl)=O 2-(7-chloro-4-methyl-6-(4-morpholinophenyl)-2H-indazol-2-yl)-2-(6,7-dihydro-5H-pyrrolo[1,2-c]imidazol-1-yl)acetic acid ethyl ester